OC1OC(C2=CC=C(C=C12)OC1=CC2=CC=CC=C2C=C1)=O 3-hydroxy-5-(naphthalen-2-yloxy)isobenzofuran-1(3H)-one